2-(1-((6-(2-Chloro-3-(3-chloro-2-(4-((3-(2-hydroxypropan-2-yl)azetidin-1-yl)methyl)-3-methoxyphenyl)pyridin-4-yl)phenyl)-2-methoxypyridin-3-yl)methyl)azetidin-3-yl)propan-2-ol ClC1=C(C=CC=C1C1=C(C(=NC=C1)C1=CC(=C(C=C1)CN1CC(C1)C(C)(C)O)OC)Cl)C1=CC=C(C(=N1)OC)CN1CC(C1)C(C)(C)O